C(C)(C)(C)OC(N[C@H](C(=O)NC1=C(C=2OCCCCC2S1)C(C1=C(C=CC=C1F)F)=O)C)=O N-[(1S)-2-[[3-(2,6-difluorobenzoyl)-5,6,7,8-tetrahydrothieno[3,2-b]oxepin-2-yl]amino]-1-methyl-2-oxo-ethyl]carbamic acid tert-butyl ester